3-(trifluoromethyl)cyclopentane-1-carboxylic acid FC(C1CC(CC1)C(=O)O)(F)F